1-chloro-1-methylethyltrimethoxysilane ClC(C)(C)[Si](OC)(OC)OC